CC1(OC2=CC(=C3C(=C2C2=C1C=CC(=C2)C)OC(OC3=O)(C3=CC=CC=C3)C3=CC=CC=C3)CCCCC)C 8,8,11-Trimethyl-5-pentyl-2,2-diphenyl-4H,8H-benzo[c][1,3]dioxino[4,5-f]chromen-4-on